7-fluoro-2-((3S,4S)-3-hydroxy-4-((6-oxo-5-(trifluoromethyl)-1,6-dihydropyridazin-4-yl)amino)pentyl)-6-(5-(trifluoromethyl)pyrimidin-2-yl)isoquinoline FC1=C(C=C2C=CN(CC2=C1)CC[C@@H]([C@H](C)NC=1C=NNC(C1C(F)(F)F)=O)O)C1=NC=C(C=N1)C(F)(F)F